1-(2-Oxo-1-phenyl-2-(4-(m-tolyl)piperazin-1-yl)ethyl)pyrrolidine-2,5-dione O=C(C(C1=CC=CC=C1)N1C(CCC1=O)=O)N1CCN(CC1)C=1C=C(C=CC1)C